4-(prop-2-yn-1-ylamino)-1-(pyridazin-3-yl)-7-(trifluoromethyl)pyrido[2,3-d]pyrimidin-2(1H)-one C(C#C)NC=1C2=C(N(C(N1)=O)C=1N=NC=CC1)N=C(C=C2)C(F)(F)F